OC(CCCC)C1C(CCC1)=O 2-(1-hydroxypentyl)-cyclopentane-1-one